OCCOCCOC1=CC=CC(=N1)C(=O)OC Methyl 6-[2-(2-hydroxyethoxy)ethoxy]pyridine-2-carboxylate